C(C)(C)N1C=CC2=CC(=CC=C12)N1N=CC(=N1)C(=O)OCC ethyl 2-(1-isopropyl-1H-indol-5-yl)-2H-1,2,3-triazole-4-carboxylate